[W](=O)(=O)(=O)(=O)(=O)(=O)(=O)=O.[Hf] Hafnium tungsten octaoxide